rac-(5r,7r,8r)-8-amino-7-methyl-2-azaspiro[4.5]decane-2-carboxylic acid tert-butyl ester C(C)(C)(C)OC(=O)N1C[C@@]2(CC1)C[C@H]([C@@H](CC2)N)C |r|